(3-formyl-1,5,9-trioxaspiro[5.5]undecan-3-yl)carbamic acid tert-butyl ester C(C)(C)(C)OC(NC1(COC2(OC1)CCOCC2)C=O)=O